ClC=1C=C(C=CC1)C(CO)NC(=O)C1=CN(C=C1)C1=NC(=NC=C1C)N[C@@H](CO)CC N-(1-(3-chloro-phenyl)-2-hydroxy-ethyl)-1-(2-(((R)-1-hydroxybutan-2-yl)amino)-5-methylpyrimidin-4-yl)-1H-pyrrole-3-carboxamide